O=C1NC(CCC1N1C(C2=CC=C(C=C2C1)C1CCN(CC1)CCCN1CCCCC1)=O)=O 1-(3-(4-(2-(2,6-dioxopiperidin-3-yl)-1-oxoisoindolin-5-yl)piperidin-1-yl)propyl)piperidin